FC1=CC=C(C=C1)N(C(OC1=C(C=C(C=C1C(F)(F)F)C(F)(F)F)N1C(N(CC1)CCN1C=NC=C1)=O)=O)C([2H])([2H])[2H] 2-(3-(2-(1H-imidazol-1-yl)ethyl)-2-oxoimidazolidin-1-yl)-4,6-bis(trifluoromethyl)phenyl (4-fluorophenyl)(methyl-d3)carbamate